Methyl-2,2-dimethyl-6-methylidenecyclohexane CC1C(CCCC1=C)(C)C